F[P-](F)(F)(F)(F)F.CN(C)[CH+]N(C)C bis(dimethylamino)carbenium hexafluorophosphate